O[C@@H](C(=O)N1CC2=C(CCC1)N=C(NC2=O)C2(CC2)C=2SC=C(C2)C2=CC=CC=C2)C=2C=C(C=CC2)C2=CC(=CC=C2)OC(F)(F)F (R)-6-(2-hydroxy-2-(3'-(trifluoromethoxy)-[1,1'-biphenyl]-3-yl)acetyl)-2-(1-(4-phenylthiophen-2-yl)cyclopropyl)-3,5,6,7,8,9-hexahydro-4H-pyrimido[5,4-c]azepin-4-one